C(#N)N=C(NC1(CC1)C(CC1=CC=C(C=C1)O)N(C)C)NC1CC2=CC=C(C=C2CC1)F 2-cyano-1-(1-(1-(dimethylamino)-2-(4-hydroxyphenyl)ethyl)cyclopropyl)-3-(6-fluoro-1,2,3,4-tetrahydronaphthalen-2-yl)guanidine